2-FLUORo-CIS,CIS-MUCONAT F/C(/C(=O)[O-])=C\C=C/C(=O)[O-]